4-chloro-5-(2-((3,3-difluoro-1-(hydroxymethyl)cyclobutyl)amino)-2-oxoacetyl)-N-(4-fluoro-3-methylphenyl)-1,2-dimethyl-1H-pyrrole-3-carboxamide ClC=1C(=C(N(C1C(C(=O)NC1(CC(C1)(F)F)CO)=O)C)C)C(=O)NC1=CC(=C(C=C1)F)C